N1=CC(=CC=C1)C1=CC=C(C=C1)C1=CC=CC2=C1N=CO2 4-(4-pyridine-3-yl-phenyl)-benzoxazole